5-bromo-N2-(4-methyl-2,3-dihydro-1,4-benzoxazin-7-yl)-N4-(2-methylsulfonylphenyl)pyrimidine-2,4-diamine BrC=1C(=NC(=NC1)NC1=CC2=C(N(CCO2)C)C=C1)NC1=C(C=CC=C1)S(=O)(=O)C